N[C@@H](C(C)(C)C)CO t-leucinol